C(C)OC1=CC2=C(C3=CC=C(C=C3N=C2C=C1)N)O 2-ethoxy-6-amino-9-hydroxyacridine